Methyl 2-(1-((2S,3S)-1-methyl-5-oxo-2-(pyridin-3-yl)pyrrolidin-3-yl)-1-oxo-5,8,11,14-tetraoxa-z-azaheptadecan-17-yl)isonicotinate CN1[C@@H]([C@H](CC1=O)C(NCCOCCOCCOCCOCCCC=1C=C(C(=O)OC)C=CN1)=O)C=1C=NC=CC1